(R)-2-(5-(tert-butyl)-3-fluoro-2-methoxyphenyl)-2-((R)-3-(methyl(5-(5,6,7,8-tetrahydro-1,8-naphthyridin-2-yl)pentyl)amino)pyrrolidin-1-yl)acetic acid C(C)(C)(C)C=1C=C(C(=C(C1)[C@H](C(=O)O)N1C[C@@H](CC1)N(CCCCCC1=NC=2NCCCC2C=C1)C)OC)F